O1S(OCC1)=O 1,3,2-dioxathiolane-oxide